(S)-3-(2-(azepan-3-ylamino)-5-(trifluoromethyl)pyrimidin-4-yl)-7-(diethylphosphoryl)-1H-indole-6-carbonitrile N1C[C@H](CCCC1)NC1=NC=C(C(=N1)C1=CNC2=C(C(=CC=C12)C#N)P(=O)(CC)CC)C(F)(F)F